The molecule is a monocarboxylic acid that is (E)-penta-2,4-dienoic acid substituted by a 1,3-benzodioxol-5-yl group at position 5. It has been isolated from black pepper (Piper nigrum). It has a role as a plant metabolite. It is a member of benzodioxoles and an alpha,beta-unsaturated monocarboxylic acid. It derives from an (E)-penta-2,4-dienoic acid. C1OC2=C(O1)C=C(C=C2)/C=C/C=C/C(=O)O